[Cl-].C(C)C=1C(C2=C(C=CC=C2C1)C1=CC=CC=C1)N(S(=O)(=O)C1=CC=C(C)C=C1)C1C(=CC2=CC=CC(=C12)C1=CC=CC=C1)CC.[La+] lanthanum N,N-bis(2-ethyl-7-phenyl-1H-indenyl)p-toluenesulfonamide monochloride